N2-[2-(4,4-difluoro-1-piperidyl)phenyl]-N4,N4,3,5-tetramethylthiophene-2,4-disulfonamide FC1(CCN(CC1)C1=C(C=CC=C1)NS(=O)(=O)C=1SC(=C(C1C)S(=O)(=O)N(C)C)C)F